(3S)-3-({2-[2-(1,1,2,2-tetrafluoroethoxy)phenyl][1,2,4]triazolo[1,5-c]quinazolin-5-yl}amino)azepan-2-one FC(C(F)F)(OC1=C(C=CC=C1)C1=NN2C(=NC=3C=CC=CC3C2=N1)N[C@@H]1C(NCCCC1)=O)F